FN1C2(CC(C3=CC=CC=C13)=O)CCN(CC2)C(=O)NCC2=CC(=C(C=C2)F)C(NCC(F)(F)F)=O fluoro-N-(4-fluoro-3-((2,2,2-trifluoroethyl)carbamoyl)benzyl)-4'-oxo-3',4'-dihydro-1'H-spiro[piperidine-4,2'-quinoline]-1-carboxamide